4,12-diethyl-2,2,6,10,10-pentamethyl-1,7,9,15-tetraoxa-4,12-diaza-8-stannaspiro[7.7]pentadecane C(C)N1CC(O[Sn]2(OC(C1)C)OC(CN(CCO2)CC)(C)C)(C)C